(S)-8-(1-((4-fluoro-2-(methylsulfonyl)phenyl)amino)ethyl)-3,6-dimethyl-2-morpholinoquinazolin-4(3H)-one FC1=CC(=C(C=C1)N[C@@H](C)C=1C=C(C=C2C(N(C(=NC12)N1CCOCC1)C)=O)C)S(=O)(=O)C